FC1=C(C=CC(=C1)F)NC=1C=NC=2CCN(CC2C1)C=1C(=C(C=2N(N1)C=NN2)C)C N-(2,4-difluorophenyl)-6-(7,8-dimethyl-[1,2,4]triazolo[4,3-b]pyridazin-6-yl)-7,8-dihydro-5H-1,6-naphthyridin-3-amine